OC[C@H](C)NC1=NC(=CC(=C1)C=1C=C(C=CC1C)NC(=O)N1C[C@@H](CC1)CC(F)(F)F)N1CCOCC1 (3S)-N-[3-(2-[[(2S)-1-hydroxypropan-2-yl]amino]-6-(morpholin-4-yl)pyridin-4-yl)-4-methylphenyl]-3-(2,2,2-trifluoroethyl)pyrrolidine-1-carboxamide